6-(2-amino-6-fluoro-5-(4-(piperidin-4-yloxy)-3-(trifluoromethyl)phenyl)pyridin-3-yl)-3,4-dihydroisoquinolin-1(2H)-one NC1=NC(=C(C=C1C=1C=C2CCNC(C2=CC1)=O)C1=CC(=C(C=C1)OC1CCNCC1)C(F)(F)F)F